C1(CC1)C=1N=CN(C1)C1=C(C=C(S1)C(=O)Cl)C 5-(4-cyclopropyl-1H-imidazol-1-yl)-4-methylthiophene-2-carbonyl chloride